1,1,1,2,2-pentafluoro-2-bromoethane FC(C(Br)(F)F)(F)F